CC1=C(C(=CC(=C1)C)C)N1CN(CC1)C1=C(C=C(C=C1C)C)C dl-1,3-bis(2,4,6-trimethylphenyl)imidazolin